NCC1=NNC(C2=CC=C(C=C12)C=1C=NN(C1C1=C(C2=C(N=CN=C2)S1)[N+]#[C-])C)=O 4-(aminomethyl)-6-[5-(5-isocyanothieno[2,3-d]pyrimidin-6-yl)-1-methyl-pyrazol-4-yl]-2H-phthalazin-1-one